C(C)(C)OC=1C=C(C#N)C=CC1NC=1C2=C(N=CN1)C=CC(=N2)N2C=C(C=C2)C(=O)N2CCNCC2 3-isopropoxy-4-((6-(3-(piperazine-1-carbonyl)-1H-pyrrol-1-yl)pyrido[3,2-D]pyrimidin-4-yl)amino)benzonitrile